C(OCC(F)(F)F)([O-])=O 2,2,2-trifluoroethyl carbonate